7-bromo-3-(3,5-dichlorophenyl)-4,5-dihydro-1H-benzo[g]indole-2-carboxylic Acid BrC=1C=CC2=C(CCC=3C(=C(NC23)C(=O)O)C2=CC(=CC(=C2)Cl)Cl)C1